3-Benzyl-N-(2-chlorophenyl)-2,4-dioxo-1,2,3,4-tetrahydropyrimidine-5-carboxamide C(C1=CC=CC=C1)N1C(NC=C(C1=O)C(=O)NC1=C(C=CC=C1)Cl)=O